BrC1=CC(=C(O[C@H](C(=O)O)CCF)C=C1)C1=NOC=C1 (2S)-2-[4-bromo-2-(1,2-oxazol-3-yl)phenoxy]-4-fluorobutyric acid